3,5-dibromo-2-fluoro-6-methylpyridine BrC=1C(=NC(=C(C1)Br)C)F